OC1=C(C=C(C=C2C(NC(N(C2=O)C2=CC=C(C=C2)OC)=O)=O)C=C1C)C 5-(4-hydroxy-3,5-dimethylbenzylidene)-1-(4-methoxyphenyl)pyrimidine-2,4,6(1H,3H,5H)-trione